tetraethoxyethyl-ethoxyethyl-triethoxyethyl-ethoxy ethyl ether C(C)OOC(CC(C(OCC)(OCC)OCC)OCC)(CC(OCC)(OCC)OCC)CCOCC